COC[C@H]1CN(CCN1C)C=1C=CC2=C(C1)OC(C=1CNCCC12)=O (R)-8-(3-(methoxymethyl)-4-methylpiperazin-1-yl)-1,2,3,4-tetrahydro-5H-chromeno[3,4-c]pyridin-5-one